C(C)(C)(C)[Si](C1=CC=CC=C1)(C1=CC=CC=C1)OC[C@@H]1OC(OC1)(C)C (R)-tert-butyl-[(2,2-dimethyl-1,3-dioxolan-4-yl)methoxy]diphenylsilane